C(C)(C)C1=C(C(=CC(=C1)C(C)C)C(C)C)C1=CC(=C(C=C1P(C1CCCCC1)C1CCCCC1)P(C1CCCCC1)C1CCCCC1)C1=C(C=C(C=C1C(C)C)C(C)C)C(C)C 1,3-bis(2,4,6-triisopropylphenyl)-4,6-bis(dicyclohexylphosphino)-benzene